5,6-dimethyl-3-carboxyl-2-pyridone CC=1C=C(C(NC1C)=O)C(=O)O